1-(1H-benzo[d]imidazol-5-yl)-6-bromo-2-methyl-1H-imidazo[4,5-b]pyrazine N1C=NC2=C1C=CC(=C2)N2C(=NC=1C2=NC(=CN1)Br)C